(2-fluoro-phenyl)-N-(2-fluoro-pyridin-4-yl)-N'-oxidopropan-3-yl-[1,3,5]triazine-2,4-diamine FC1=C(C=CC=C1)C1=NC(=NC(=N1)NC1=CC(=NC=C1)F)NC(CC)[O-]